C(C)(C)(C)N1CCN(CC1)C=1C=C(C=NC1CC)C=1C(=C(C=C(C1)F)C1=CC(=C(C=C1)N1C(N(C=C1)C)=O)Cl)O 1-(3'-(5-(4-(tert-butyl)piperazin-1-yl)-6-ethylpyridin-3-yl)-3-chloro-5'-fluoro-2'-hydroxy-[1,1'-biphenyl]-4-yl)-3-methyl-1H-imidazol-2(3H)-one